[3-(2-chloro-5-fluorophenyl)-1,6-dioxo-1,2,3,7-tetrahydropyrrolo[3,4-f]isoquinolin-4-yl]-5-fluoro-3-(trifluoromethyl)benzamide ClC1=C(C=C(C=C1)F)C1NC(C2=C3C=CNC(C3=CC(=C21)C2=C(C(=O)N)C=C(C=C2C(F)(F)F)F)=O)=O